FC1=C(C(=CC(=C1)OC)F)C1=C(C(N(N1C)C1=NC=CC(=C1)C(F)(F)F)=O)NC(C1=CC=C(C=C1)OC(F)F)=O N-[5-(2,6-difluoro-4-methoxyphenyl)-1-methyl-3-oxo-2-[4-(trifluoromethyl)pyridin-2-yl]-2,3-dihydro-1H-pyrazol-4-yl]-4-(difluoromethoxy)benzamide